O1CCC(CC1)S(=O)[O-].[Li+] lithium tetrahydropyrane-4-sulfinate